1-benzyl-4-(decylamino)-5-methylpyrimidin-2(1H)-one C(C1=CC=CC=C1)N1C(N=C(C(=C1)C)NCCCCCCCCCC)=O